P(=O)(OCC(OC(C=C)=O)C)(OCC[N+](C)(C)C)[O-] 2-Methyl-2-propenoyloxyethyl N,N,N-trimethylammonioethyl phosphate